BrC=1C(=C(N)C=CC1)[N+](=O)[O-] 3-bromo-2-nitroaniline